pyrimidinoisoxazole O1N=CC2=C1C=NC=N2